tert-Butyl 9-(tert-butoxycarbonylamino)-6,7-dichloro-10-iodo-3,4-dihydro-1H-pyrazino[1,2-a]indole-2-carboxylate C(C)(C)(C)OC(=O)NC=1C=2C(=C3N(C2C(=C(C1)Cl)Cl)CCN(C3)C(=O)OC(C)(C)C)I